CC=1N=C2N(N=C(C=C2C)C2=CC(=C3C=C(N=NC3=C2)C2C[C@H](N([C@H](C2)C)CCF)C)F)C1 7-(2,8-Dimethylimidazo[1,2-b]pyridazin-6-yl)-5-fluoro-3-[(2R,6S)-1-(2-fluoroethyl)-2,6-dimethylpiperidin-4-yl]cinnoline